C(C)(C)(C)OC(=O)C=1N=NC(=CC1)C.CNC(=O)SNC(C(C1=NC=CC(=C1)C(F)(F)F)C1=C(C=CC=C1)C)=O N-(methylcarbamoylthio)-2-(o-tolyl)-2-[4-(trifluoromethyl)-2-pyridinyl]acetamide Tert-butyl-6-methylpyridazine-3-carboxylate